4-(6-((7-fluorobenzofuran-6-yl)methoxy)pyridine-2-yl)piperidine-1-carboxylate FC1=C(C=CC=2C=COC21)COC2=CC=CC(=N2)C2CCN(CC2)C(=O)[O-]